trichloro-methoxybenzenesulfonate ClC=1C(=C(C(=C(C1)S(=O)(=O)[O-])OC)Cl)Cl